2-hydroxy-3-methylbenzoic acid OC1=C(C(=O)O)C=CC=C1C